ClC1=CC2=C(NC(=N2)CCCC(=O)N(C(C)C)C(C)C)C=C1Cl 4-(5,6-dichloro-1H-1,3-benzodiazol-2-yl)-N,N-bis(propan-2-yl)butanamide